BrC1=NC(=C(C(=O)O)C=C1OCOC)OC 6-bromo-2-methoxy-5-(methoxymethoxy)nicotinic acid